5-(benzo[b]thiophen-2-yl)-N-(pyridin-4-yl)-1-(tetrahydro-2H-pyran-2-yl)-1H-indazole-3-carboxamide S1C2=C(C=C1C=1C=C3C(=NN(C3=CC1)C1OCCCC1)C(=O)NC1=CC=NC=C1)C=CC=C2